N-(2-(4-(5-Cyanopyridin-2-yl)piperazin-1-yl)pyrimidin-5-yl)-4-morpholinobenzamid C(#N)C=1C=CC(=NC1)N1CCN(CC1)C1=NC=C(C=N1)NC(C1=CC=C(C=C1)N1CCOCC1)=O